2-[(1R,2S)-1-cyano-2-hexyl-cyclopropyl]pyridine-3-carbonitrile C(#N)[C@]1([C@H](C1)CCCCCC)C1=NC=CC=C1C#N